5-methoxy-2H-benzo[d][1,3]oxazine-2,4(1H)-dione COC1=CC=CC=2NC(OC(C21)=O)=O